(Z)-2-(heptacosan-18-en-10-yl-(methyl)amino)ethane-1-thiol CCCCCCCCCC(CCCCCCC\C=C/CCCCCCCC)N(CCS)C